C1NCC12CC(C2)CC2=C(C=CC=C2F)O 2-((2-azaspiro[3.3]heptane-6-yl)methyl)-3-fluorophenol